FC=1C(=NC(=NC1)NC1=CC=C(C=N1)N1CCN(CC1)CC=1C=C2CN(C(C2=CC1)=O)C1C(NC(CC1)=O)=O)C=1C=C(C2=C(N(C(=N2)C)C(C)C)C1)F 3-(5-((4-(6-((5-fluoro-4-(4-fluoro-1-isopropyl-2-methyl-1H-benzo[d]imidazol-6-yl)pyrimidine-2-yl)amino)pyridin-3-yl)piperazin-1-yl)methyl)-1-oxoisoindoline-2-yl)piperidine-2,6-dione